cyano-methylbenzenesulfonyl chloride C(#N)C=1C(=C(C=CC1)S(=O)(=O)Cl)C